7-octadecadiynoic acid CCCCCCCCCCC#CCC#CCCC(=O)O